CC1N(C(CCC1)C)C1C(=O)NC(CCCC1)=O 2,6-dimethylpiperidinylpimelimide